N-(4-morpholinyl-6-methoxypyrimidin-2-yl)-7-methoxy-6-nitroquinazolin-4-amine N1(CCOCC1)C1=NC(=NC(=C1)OC)NC1=NC=NC2=CC(=C(C=C12)[N+](=O)[O-])OC